OC1=C(C(=O)OCC)C=CC=N1 ethyl hydroxynicotinate